C(C)(C)(C)OC(=O)N1CC2=C(C=CC=C2CC1)C(=O)O 2-(tert-butoxycarbonyl)-3,4-dihydro-1H-isoquinoline-8-carboxylic acid